SC(C(=O)OC)CCCC methyl mercaptohexanoate